C(C1=CC=CC=C1)OCCOCCOCCOC1=C(C=C(C(=O)O)C=C1OCCOCCOCCOC)OCCOCCOCCOC 4-(2-(2-(2-(Benzyloxy)ethoxy)ethoxy)ethoxy)-3,5-bis(2-(2-(2-methoxyethoxy)ethoxy)ethoxy)benzoic acid